OC1(CC(C1)NC1=C2C(=C(N=N1)C1(CC=CC(=C1)C(F)(F)F)O)C=NC=C2)C 1-((((cis)-3-hydroxy-3-methylcyclobutyl)amino)pyrido[3,4-d]pyridazin-4-yl)-5-(trifluoromethyl)phenol